N1=CN=CC=2CC=C3C(C12)=CC=C3 5H-Cyclopentaquinazoline